4-methyl-N-(3-methyl-4-(4-methylpiperazine-1-carbonyl)phenyl)benzamide methyl-5-bromo-3-methoxy-2-[(2-methoxy-2-oxo-ethoxy)methyl]benzoate COC(C1=C(C(=CC(=C1)Br)OC)COCC(=O)OC)=O.CC1=CC=C(C(=O)NC2=CC(=C(C=C2)C(=O)N2CCN(CC2)C)C)C=C1